N=1C=NN2C1C=C(C=C2)OC2=CC(=C(C=C2C)NC2=NC=NC1=C2N=C(N=C1)NC(/C(=C\[C@@H]1N(CCC1)C)/F)=O)OC (R,E)-N-(8-((4-([1,2,4]triazolo[1,5-a]pyridin-7-yloxy)-2-methoxy-5-methylphenyl)amino)pyrimido[5,4-d]pyrimidin-2-yl)-2-fluoro-3-(1-methylpyrrolidin-2-yl)acrylamide